C(=O)(O)[S-] Monothiocarbonate